6-azido-4-methyl-2-((tetrahydrofuran-3-yl)methyl)-7,8-dihydro-4H-pyrazolo[1,5-a][1,3]diazepin-5(6H)-one N(=[N+]=[N-])C1C(N(C=2N(CC1)N=C(C2)CC2COCC2)C)=O